Dimethylspiro[indoline-3,1'-pyrrolo[3,2,1-ij]quinazoline]-2,3'(2'H)-dione CN1C(C2(N(C(N3C4=C(C=CC=C24)C=C3)=O)C)C3=CC=CC=C13)=O